6-(4-Ethoxy-3-fluorophenyl)-N-[(2-oxo-1H-pyridin-3-yl)sulfonyl]-2-(2,4,6-trimethylphenoxy)pyridin-3-carboxamid C(C)OC1=C(C=C(C=C1)C1=CC=C(C(=N1)OC1=C(C=C(C=C1C)C)C)C(=O)NS(=O)(=O)C=1C(NC=CC1)=O)F